OC(CN(C1=C(OCCOC2=C(C=CC=C2)N(CC(CCl)O)CC(CCl)O)C=CC=C1)CC(CCl)O)CCl N,N,N',N'-tetrakis(2-hydroxy-3-chloropropyl)-1,2-bis(2-aminophenoxy)ethane